CC(C(=O)NS(=O)(=O)C1=CC=C(C=C1)C)C 2-methyl-N-((4-methylphenyl)sulfonyl)propionamide